3-(4-hydroxyphenyl)piperidine-2,6-dione OC1=CC=C(C=C1)C1C(NC(CC1)=O)=O